6-[3-amino-5-(hydroxymethyl)phenyl]-4-[[(1R,3S)-3-amino-2,2,3-trimethyl-cyclopentyl]amino]-N'-(2-ethyl-4-hydroxy-phenyl)pyrrolo[1,2-b]pyridazine-3-carboxamidine NC=1C=C(C=C(C1)CO)C=1C=C2N(N=CC(=C2N[C@H]2C([C@@](CC2)(C)N)(C)C)C(=NC2=C(C=C(C=C2)O)CC)N)C1